FC1=C(C(=CC=C1C#CCOC)O)N1CC(NS1(=O)=O)=O 5-(2-fluoro-6-hydroxy-3-(3-methoxyprop-1-yn-1-yl)phenyl)-1,2,5-thiadiazolidin-3-one 1,1-dioxide